5-[7-[[5-(dimethylamino)-2-pyridyl]amino]-3-methyl-imidazo[4,5-b]pyridin-5-yl]oxy-4-methyl-pyridine-2-carbonitrile CN(C=1C=CC(=NC1)NC1=C2C(=NC(=C1)OC=1C(=CC(=NC1)C#N)C)N(C=N2)C)C